(3R,12aS)-9-fluoro-3-[4-(pyrimidin-2-yl)-1,3-thiazol-2-yl]-1,3,4,11,12,12a-hexahydropyrido[1,2-b][2]benzazepin-6(2H)-one FC=1C=CC2=C(CC[C@H]3N(C2=O)C[C@@H](CC3)C=3SC=C(N3)C3=NC=CC=N3)C1